OC(C(=O)N1CCC(=CC1)C1=CC=C(C=C1)NC(=O)N1CC2=NC=CN=C2C1)(C)C N-(4-(1-(2-HYDROXY-2-METHYLPROPANOYL)-1,2,3,6-TETRAHYDROPYRIDIN-4-YL)PHENYL)-5,7-DIHYDRO-6H-PYRROLO[3,4-B]PYRAZINE-6-CARBOXAMIDE